methyl 5-((diethoxyphosphoryl) methyl)-2-methoxybenzoate C(C)OP(=O)(OCC)CC=1C=CC(=C(C(=O)OC)C1)OC